4-amino-1-(benzo[d]thiazol-7-yl)7-cyclopropylpyrido[2,3-d]pyrimidin-2(1H)-one NC=1C2=C(N(C(N1)=O)C1=CC=CC=3N=CSC31)N=C(C=C2)C2CC2